N-(3-(6-bromo-1H-benzo[d]imidazol-1-yl)phenyl)-2-phenylacetamide BrC=1C=CC2=C(N(C=N2)C=2C=C(C=CC2)NC(CC2=CC=CC=C2)=O)C1